chloro-N,N-bis(2,4-dimethoxybenzyl)imidazo[2,1-f][1,2,4]triazin-4-amine ClC1=NN2C(C(=N1)N(CC1=C(C=C(C=C1)OC)OC)CC1=C(C=C(C=C1)OC)OC)=NC=C2